COC1=CC=C(C=C1)SCCN 2-(4-Methoxyphenylthio)ethylamine